C(C)(C)NC1=C2C(=NC=C1C(=O)NCCC1=CC=NC=C1)SC(=C2)C2=CNC(C=C2)=O 4-(Isopropylamino)-2-(6-oxo-1,6-dihydropyridin-3-yl)-N-(2-(pyridin-4-yl)ethyl)thieno[2,3-b]pyridin-5-carboxamid